FC1=CC(=NC=C1)C1CN(C1)C(=O)[C@@H]1CC[C@H]2N1C([C@H](CCC2)NC(=O)C2=CC1=C(S2)C=CC(=C1)CP(O)(O)=O)=O ((2-(((3S,6S,9aS)-3-(3-(4-fluoropyridin-2-yl)azetidine-1-carbonyl)-5-oxooctahydro-1H-pyrrolo[1,2-a]azepin-6-yl)carbamoyl)benzo[b]thiophen-5-yl)methyl)phosphonic acid